6-(3-(4-methoxybenzyl)ureido)-N-(1-phenylethyl)spiro[3.3]heptane-2-carboxamide COC1=CC=C(CNC(NC2CC3(CC(C3)C(=O)NC(C)C3=CC=CC=C3)C2)=O)C=C1